thiane 1,1-dioxide S1(CCCCC1)(=O)=O